C(#N)C=1C=C(COC2=C(CN[C@H](CO)C(=O)O)C=C(C(=C2)NCC=2C(=C(C=CC2)C2=CC=CC=C2)C)C)C=CC1 (2-((3-Cyanobenzyl)oxy)-5-methyl-4-(((2-methyl-[1,1'-biphenyl]-3-yl)methyl)aminyl)benzyl)-D-serine